methyl (S)-2-amino-3-(8-(1-methyl-2,4-dioxo-1,4-dihydropyrido[3,4-d]pyrimidin-3(2H)-yl)chroman-5-yl)propanoate N[C@H](C(=O)OC)CC1=C2CCCOC2=C(C=C1)N1C(N(C2=C(C1=O)C=CN=C2)C)=O